calcium hydroxy naphthoate C1(=CC=CC2=CC=CC=C12)C(=O)OO.[Ca]